CC(CCCCCCCCCCC=O)(C)C Trimethyldodecanal